CC=1C=C2C(=CC(NC2=CC1)=O)C(=O)O 6-methyl-2-oxo-1,2-dihydro-quinoline-4-carboxylic acid